5-(2,4-ditert-butoxypyrimidin-5-yl)-1-methyl-3-[(1R)-2,2-difluoro-1-(2-pyridyl)ethoxy]pyrazolo[3,4-c]pyridazine C(C)(C)(C)OC1=NC=C(C(=N1)OC(C)(C)C)C=1C=C2C(=NN1)N(N=C2O[C@@H](C(F)F)C2=NC=CC=C2)C